NC1=NC2=CC(=C(C=C2C=C1C)C(=O)N([C@H]1C=2N(CCC1)N=CN2)CC=2N=NC(=CC2)Br)F 2-amino-N-((6-bromo-3-pyridazinyl)methyl)-7-fluoro-3-methyl-N-((8R)-5,6,7,8-tetrahydro[1,2,4]triazolo[1,5-a]pyridin-8-yl)-6-quinolinecarboxamide